NC[C@@H](C(=O)O)C (S)-beta-Aminoisobutyric acid